CC1=CC=C(C=C1)NC(C(=O)N[C@H](C(=O)N[C@@H](CCC(=O)O)C(COC1=C(C(=CC(=C1F)F)F)F)=O)C)=O (S)-4-((S)-2-(2-((4-methylphenyl)amino)-2-oxoacetamido)propanamido)-5-oxo-6-(2,3,5,6-tetrafluorophenoxy)hexanoic acid